Cl.NCC(=O)N1CCC(CC1)SCC1=NC2=C(C=CC=C2C(N1)=O)C 2-(((1-glycylpiperidin-4-yl)thio)methyl)-8-methylquinazolin-4(3H)-one hydrochloride